N1(CCCC1)CCC(=O)O 3-(1-pyrrolidinyl)propionic acid